methyl 4-(4-iodo-1-methylpyrazol-3-yl)-5-methoxy-6-oxopyran-2-carboxylate IC=1C(=NN(C1)C)C=1C=C(OC(C1OC)=O)C(=O)OC